phosphate-sulfolane S1(=O)(=O)CCCC1.P(=O)(O)(O)O